C(C)(C)(C)OC(=O)N([C@H](C(=O)OC)CCCBr)C(=O)OC(C)(C)C methyl (2S)-2-[bis(tert-butoxycarbonyl) amino]-5-bromo-pentanoate